4-benzoyl-4-methyl-6-(2-chlorophenyl)-5-hexynenitrile C(C1=CC=CC=C1)(=O)C(CCC#N)(C#CC1=C(C=CC=C1)Cl)C